6-methylquinoline-3-carboxylic acid methyl ester COC(=O)C=1C=NC2=CC=C(C=C2C1)C